NC1=NC(=C2C(=N1)N(N=C2)CCC2=CC=C(C(=O)NO)C=C2)C=2OC=CC2 4-(2-(6-amino-4-(furan-2-yl)-1H-pyrazolo[3,4-d]pyrimidin-1-yl)ethyl)-N-hydroxybenzoamide